acrylamidovaleric acid C(C=C)(=O)NC(C(=O)O)CCC